tert-butyl 3-{[(4E)-5-[2-bromo-4-(methoxymethoxy)-6-methylphenyl]pent-4-en-1-yl]oxy}azepane-1-carboxylate BrC1=C(C(=CC(=C1)OCOC)C)/C=C/CCCOC1CN(CCCC1)C(=O)OC(C)(C)C